O=C1NC2CCC1(C2)NC(OCC2=CC=CC=C2)=O benzyl (3-oxo-2-azabicyclo[2.2.1]heptan-4-yl)carbamate